4-(3-(2-(dimethylamino)ethyl)-5-methoxy-1H-indol-1-yl)-2,2-dimethyl-4-oxobutanoic acid HCl salt Cl.CN(CCC1=CN(C2=CC=C(C=C12)OC)C(CC(C(=O)O)(C)C)=O)C